ClC1=CC(=CS1)C=O 5-chloro-3-formylthiophene